ClC1=CC=C(C=C1)C=1N=CN(C1C1=CC=NC=C1)CC(=O)N1[C@H]2CN(C[C@@H]1CC2)C 2-[4-(4-chlorophenyl)-5-(pyridin-4-yl)-1H-imidazol-1-yl]-1-[(1R,5S)-3-methyl-3,8-diazabicyclo[3.2.1]octan-8-yl]ethan-1-one